CN1C(=C2C(=C1)CCC2)C(=O)N 2-methyl-2,4,5,6-tetrahydrocyclopenta[c]pyrrole-1-carboxamide